C(CCCCCCCCCCCCCCC)N1C(=C(C(C2=CC=CC=C12)=O)OCC1=CC=C(C=C1)OC)C1=CC=CC=C1 N-hexadecyl-2-phenyl-3-(4-methoxybenzyloxy)-quinolin-4-one